N4-(benzo[d]oxazol-2(3H)-on-5-yl)-N2-(4-(8-methyl-8-azabicyclo[3.2.1]octan-3-ylamino)phenyl)-5-methylpyrimidine-2,4-diamine O1C(NC2=C1C=CC(=C2)NC2=NC(=NC=C2C)NC2=CC=C(C=C2)NC2CC1CCC(C2)N1C)=O